N-[2-(5-chloro-2,6-dimethoxy-benzoimidazol-1-yl)-ethyl]-acetamide ClC1=CC2=C(N(C(=N2)OC)CCNC(C)=O)C=C1OC